CC(CC(=O)C1=C(C=CC(=C1)C(F)(F)F)C#CC1=CC=CC=C1)=C 3-methyl-1-(5-trifluoromethyl-2-(phenylethynyl)phenyl)but-3-en-1-one